1-(Isoxazol-5-yl)-N-((5-((4-(3-((2-((1S)-1-((tetrahydro-2H-pyran-2-yl)oxy)ethyl)-1H-imidazol-1-yl)methyl)isoxazol-5-yl)phenyl)ethynyl)pyridin-2-yl)methyl)methanamine O1N=CC=C1CNCC1=NC=C(C=C1)C#CC1=CC=C(C=C1)C1=CC(=NO1)CN1C(=NC=C1)[C@H](C)OC1OCCCC1